OC(CN1N=C(C=C1)C)(C)C 1-(2-hydroxy-2-methylpropyl)-3-methyl-1H-pyrazol